COC=1C(=C(C(=CC1)C)C1=CC=2C(=NC(=NC2)N)N2C1=NC=N2)C 4-(3-methoxy-2,6-dimethylphenyl)-[1,2,4]triazolo[1',5':1,6]pyrido[2,3-d]pyrimidin-8-amine